N-(5-((4-(4-((bis(methyl-d3)amino)methyl)-3-phenyl-1H-pyrazol-1-yl)pyrimidin-2-yl)amino)-4-methoxy-2-morpholinophenyl)acrylamide C([2H])([2H])([2H])N(C([2H])([2H])[2H])CC=1C(=NN(C1)C1=NC(=NC=C1)NC=1C(=CC(=C(C1)NC(C=C)=O)N1CCOCC1)OC)C1=CC=CC=C1